IC1=CC(=C(CN)C(=C1)C)C 4-iodo-2,6-dimethylbenzylamine